8-(4-fluoro-3-isopropyl-1H-pyrrolo[2,3-c]pyridin-5-yl)-1,4-dioxa-8-azaspiro[4.5]decane FC1=C2C(=CN=C1N1CCC3(OCCO3)CC1)NC=C2C(C)C